[N+](=O)([O-])\C=C/NO (Z)-N-(2-nitrovinyl)hydroxyAmine